FC=1C=C(C#N)C=CC1N1C(C(N(C(C1)=O)CC1=CC=C(C=C1)F)C1COC1)=O 3-fluoro-4-(4-(4-fluoro-benzyl)-3-(oxetan-3-yl)-2,5-dioxopiperazin-1-yl)benzonitrile